5-((3',5'-dichloro-4-((4-chlorobenzyl)oxy)-4'-hydroxy-[1,1'-biphenyl]-3-yl)-methylene)pyrimidine-2,4,6(1H,3H,5H)-trione ClC=1C=C(C=C(C1O)Cl)C1=CC(=C(C=C1)OCC1=CC=C(C=C1)Cl)C=C1C(NC(NC1=O)=O)=O